C(C1=CC=CC=C1)OC1=C(C(=O)N2CC3=CC=CC(=C3C2)NC(C=C)=O)C(=CC(=C1C)O)O N-(2-(2-(benzyloxy)-4,6-dihydroxy-3-methylbenzoyl)isoindolin-4-yl)acrylamide